C(C)(C)(C)OC(=O)[C@@H]1CC[C@H](CC1)OC1=NN(C=2C1=NC(=CC2)Br)C.C(C2=CC=CC=C2)(C2=CC=CC=C2)N2[C@@H]([C@H](C2)CS(=O)(=O)C)C (2r,3s)-1-benzhydryl-2-methyl-3-(methylsulfonylmethyl)azetidine tert-butyl-(trans)-4-({5-bromo-1-methylpyrazolo[4,3-b]pyridin-3-yl}oxy)cyclohexane-1-carboxylate